FC(C1=C(C=CC=C1)CC(=O)N)(F)F 2-(2-(trifluoromethyl)phenyl)acetamide